4-[[4-[4-[(3R,5R)-5-[(5-bromo-1-methyl-6-oxo-pyridazin-4-yl)amino]-1-methyl-3-piperidyl]benzoyl]piperazin-1-yl]methyl]-N-[2-(2,6-dioxo-3-piperidyl)-1,3-dioxo-isoindolin-5-yl]benzamide BrC1=C(C=NN(C1=O)C)N[C@@H]1C[C@@H](CN(C1)C)C1=CC=C(C(=O)N2CCN(CC2)CC2=CC=C(C(=O)NC=3C=C4C(N(C(C4=CC3)=O)C3C(NC(CC3)=O)=O)=O)C=C2)C=C1